OC=1C=C(C=CC1O)C(C)=O (3,4-dihydroxyphenyl)ethanone